ClC1=C2C[C@H](OC(C2=C(C(=C1)C(=O)N[C@H](C(=O)OC)CC1=CC=CC=C1)O)=O)C methyl (2S)-2-[[(3R)-5-chloro-8-hydroxy-3-methyl-1-oxo-3,4-dihydroisochromene-7-carbonyl]amino]-3-phenylpropanoate